C(C)CC(=O)O.C(C)(=O)OCC ethyl acetate (ethyl ethanoate)